C(C)N1CCN(CC1)CC1=C(C=C(C=C1)NC(=O)C=1C=CC(=C(OC2=CC(=NC=C2)C(=O)NC)C1)C)C(F)(F)F 4-(5-((4-((4-ethylpiperazin-1-yl)methyl)-3-(trifluoromethyl)phenyl)carbamoyl)-2-methylphenoxy)-N-methylpicolinamide